ClC1=CC=C(C=C1)C1(C(C2=CC=CC=C2C1O)=O)F (+)-2-(4-Chlorophenyl)-2-fluoro-3-hydroxy-2,3-dihydro-1H-inden-1-one